BrC1=CC=C(OC2COC2)C=C1 3-(4-bromophenoxy)oxetane